4-Methyl-6-phenyl-3,6-dihydro-2H-pyran CC=1CCOC(C1)C1=CC=CC=C1